1,4-bis(dicarboxyphenoxy)trifluoromethylbenzene C(=O)(O)C=1C(=C(OC2=C(C=C(C=C2)OC2=C(C(=CC=C2)C(=O)O)C(=O)O)C(F)(F)F)C=CC1)C(=O)O